C(=O)(OC(C)(C)C)NC(=O)Cl BOC-carbamyl chloride